O[C@@H]([C@@H](C(=O)N)NC(=O)C=1N(N=C2C=CC(=CC12)OCC1=CN=C(O1)C)C)C (2S,3R)-3-hydroxy-2-({2-methyl-5-[(2-methyl-1,3-oxazol-5-yl)methoxy]-2H-indazol-3-yl}formamido)butanamide